2-fluoro-3-(3-cyanophenyl)acrylic acid FC(C(=O)O)=CC1=CC(=CC=C1)C#N